O[C@@]1(COCC2=C1NC(C1=C2C=C(S1)C1=CC=NS1)=O)C(C)C (S)-4-hydroxy-4-isopropyl-8-(isothiazol-5-yl)-1,3,4,5-tetrahydro-6H-pyrano[4,3-b]thieno[3,2-d]pyridin-6-one